OC[C@H]1O[C@@H]([C@H]([C@H]([C@@H]1O)O)O)C\C=C\C1=CC=C(C=C1)C#CC1=CC=C(C=C1)[C@H]1O[C@@H]([C@H]([C@@H]([C@@H]1O)O)O)CO (2R,3S,4R,5S,6R)-2-(Hydroxymethyl)-6-[(E)-3-[4-[2-[4-[(2R,3S,4R,5S,6R)-3,4,5-trihydroxy-6-(hydroxymethyl)tetrahydropyran-2-yl]phenyl]ethynyl]phenyl]allyl]tetrahydropyran-3,4,5-triol